NCCN1C(CCCC1)=O aminoethylpiperidone